2-(3-cyclopropyl-4-fluorophenyl)-1-(4-{[1,2,4]triazolo[4,3-b]pyridazin-6-yl}piperazin-1-yl)ethan-1-one C1(CC1)C=1C=C(C=CC1F)CC(=O)N1CCN(CC1)C=1C=CC=2N(N1)C=NN2